ClC1=C(C=CC=C1NC(=O)C=1N(C2=C(CN(CC2)C)N1)C)C1=C(C(=CC=C1)NC(C1=NC=C(C(=C1)OC)CNC1CCC(CC1)(F)F)=O)C N-(2-Chloro-3'-(5-(((4,4-difluorocyclohexyl)amino)methyl)-4-methoxypicolinamido)-2'-methyl-[1,1'-biphenyl]-3-yl)-1,5-dimethyl-4,5,6,7-tetrahydro-1H-imidazo[4,5-c]pyridine-2-carboxamide